fluorine dinitroethylaminobifurazan [N+](=O)([O-])C(CNC=1C(=NON1)C1=NON=C1)[N+](=O)[O-].[F]